Gallium Carbon (4S)-4-ethyl-4-hydroxy-7,8-dihydro-1H-pyrano[3,4-f]indolizine-3,6,10-trione C(C)[C@]1(C(OCC=2C(N3CCC(C3=CC21)=O)=O)=O)O.[C].[Ga]